1-(2-aminopyridin-4-yl)-2-bromoethanone NC1=NC=CC(=C1)C(CBr)=O